N1N=NC(=C1)CO 1,2,3-triazole-4-methanol